ClC1=C(C(=O)C2C(CCCC2=O)=O)C=CC(=C1)S(=O)(=O)C 2-(2-chloro-4-methylsulfonylbenzoyl)-1,3-cyclohexanedione